(S)-8-(2-amino-6-((R)-1-(4-(benzofuran-3-yl)phenyl)-2,2,2-trifluoroethoxy)pyrimidin-4-yl)-2,8-diazaspiro[4.5]decane-3-carboxylic acid NC1=NC(=CC(=N1)N1CCC2(C[C@H](NC2)C(=O)O)CC1)O[C@@H](C(F)(F)F)C1=CC=C(C=C1)C1=COC2=C1C=CC=C2